4-amino-N-((1S,2R)-5-bromo-2-methoxy-2,3-dihydro-1H-inden-1-yl)-7-fluoro-N-methylimidazo[1,5-a]quinoxaline-8-carboxamide NC=1C=2N(C3=CC(=C(C=C3N1)F)C(=O)N(C)[C@@H]1[C@@H](CC3=CC(=CC=C13)Br)OC)C=NC2